ethyldiethylmethyl-ethanolamine C(C)C(O)(CN(CC)CC)C